2-Nitro-4,5-dipropoxybenzoic acid propyl ester C(CC)OC(C1=C(C=C(C(=C1)OCCC)OCCC)[N+](=O)[O-])=O